diphenylmono(2-ethylhexyl)phosphine C1(=CC=CC=C1)P(CC(CCCC)CC)C1=CC=CC=C1